Cl.N1=CC(=CC=C1)C1=NC(=CC(=N1)NC1=NC=CC(=C1)OC(F)(F)F)N1CC2(CNC2)CC1 2-(pyridin-3-yl)-6-(2,6-diazaspiro[3.4]octan-6-yl)-N-(4-(trifluoromethoxy)pyridin-2-yl)pyrimidin-4-amine hydrochloride